FC=1C=CC(=C(C1)CC(=O)O)NC(C1=CC(=C(C=C1)N1CCCCC1)NC(=O)C1=NN(C2=CC=CC=C12)CC1OCCC1)=O 2-(5-fluoro-2-(4-(piperidin-1-yl)-3-(1-((tetrahydrofuran-2-yl)methyl)-1H-indazole-3-carboxamido)benzamido)phenyl)acetic acid